5-[2-[(3-aminophenyl)sulfonylamino]-6-(2,6-dimethylphenyl)pyrimidin-4-yl]oxy-1-tert-butoxycarbonyl-piperidine-3-carboxylic acid NC=1C=C(C=CC1)S(=O)(=O)NC1=NC(=CC(=N1)OC1CC(CN(C1)C(=O)OC(C)(C)C)C(=O)O)C1=C(C=CC=C1C)C